C(C)S(=O)(=O)C=1C=CC(=NC1C1=NC=2N(C=C1)N=C(C2)C(F)(F)F)C=2C=C(C#N)C=CC2 3-(5-(ethylsulfonyl)-6-(2-(trifluoromethyl)pyrazolo[1,5-a]pyrimidin-5-yl)pyridin-2-yl)benzonitrile